3-phenylbenzo[g]quinoline C1(=CC=CC=C1)C=1C=NC2=CC3=C(C=C2C1)C=CC=C3